C(C)(CC)OC(NN1C(CCCC1)CCO)=O 2-(2-hydroxyethyl)-piperidinyl-carbamic acid sec-butyl ester